ClC1=C(C=CC(=C1)C(F)(F)F)NC(C(C)(C)N1C=NC2=C1C=C(C=C2)C#CC2CN(C2)C=2C=C1C(N(C(C1=CC2)=O)C2C(NC(CC2)=O)=O)=O)=O N-(2-chloro-4-(trifluoromethyl)phenyl)-2-(6-((1-(2-(2,6-dioxopiperidin-3-yl)-1,3-dioxoisoindolin-5-yl)azetidin-3-yl)ethynyl)-1H-benzo[d]imidazol-1-yl)-2-methylpropanamide